tert-butyl N-[[4-bromo-1-[4-(pentafluoro-λ6-sulfaneyl)phenyl]indazol-3-yl]methyl]carbamate BrC1=C2C(=NN(C2=CC=C1)C1=CC=C(C=C1)S(F)(F)(F)(F)F)CNC(OC(C)(C)C)=O